C(C)(C)(C)OC(=O)N1[C@@H](CN([C@H](C1)COC)C=1C=2N(N=C(C1)O)C=C(N2)CO)CC (2R,5R)-2-ethyl-4-(6-hydroxy-2-(hydroxymethyl)imidazo[1,2-b]pyridazin-8-yl)-5-(methoxymethyl)piperazine-1-carboxylic acid tert-butyl ester